2-[(Ethyl-carbamoyl)oxy]-ethylmethacrylat C(C)NC(=O)OCCOC(C(=C)C)=O